3-(7-fluoro-5-phenyl-6,7-dihydro-5H-pyrrolo[1,2-b][1,2,4]triazol-2-yl)-3-oxo-propanenitrile FC1CC(N2N=C(N=C21)C(CC#N)=O)C2=CC=CC=C2